1-(3-(((benzyloxy)carbonyl)amino)propyl)-3-(4-bromobutyl)-4-fluoro-1H-imidazol-3-ium bromide [Br-].C(C1=CC=CC=C1)OC(=O)NCCCN1C=[N+](C(=C1)F)CCCCBr